C(C)(C)C=1C=C(C=CC1)NC=1C=2N(C3=C(N1)C=CN=C3)C=CC2C(=O)O 6-((3-isopropylphenyl)amino)pyrido[4,3-e]pyrrolo[1,2-a]pyrazine-7-carboxylic acid